BrC1=NC(=NC(=C1)C1=CC=CC=C1)C1=CC=CC=C1 4-bromo-2,6-diphenylpyrimidine